FC1=CC=C(C=C1)C1(C2=CC=CC=C2N2C1=NC1=CC3=C(C=C1C2=O)C=CC=C3)C 14-(4-fluorophenyl)-14-methylbenzo[g]indolo[2,1-b]quinazolin-6(14H)-one